CN1C(N(C(C=2N(C=NC12)C)=O)CC#C)=O 3,7-dimethyl-1-propargylxanthine